(S)-1-(3-(5-(1-amino-1,3-dihydrospiro[indene-2,4'-piperidin]-1'-yl)-6-(hydroxymethyl)pyrazin-2-yl)prop-2-yn-1-yl)indolizine-6-carboxamide N[C@@H]1C2=CC=CC=C2CC12CCN(CC2)C=2N=CC(=NC2CO)C#CCC=2C=CN1C=C(C=CC21)C(=O)N